methylsorbate COC(\C=C\C=C\C)=O